ClC1=C(NC2=NN(C=3C2=NC(=CC3)C=NC(C(=O)O)(CO)C)C)C=CC=C1C1=CC3=C(OCCO3)C=C1 2-((3-(2-chloro-3-(1,4-benzodioxan-6-yl)anilino)-1-methylpyrazolo[4,5-b]pyridin-5-ylmethylene)amino)-2-methyl-3-hydroxypropionic acid